N(=[N+]=[N-])C(CNC(=O)C=1OC=CC1)=C N-(2-azidoallyl)furan-2-formamide